FC1(CCC(C=2N=CC=NC12)N1C(C(=CC=2C1=NC(=CN2)C)C2CCN(CC2)C2=C(C=CC=C2C)F)=O)F 5-(8,8-difluoro-5,6,7,8-tetrahydroquinoxalin-5-yl)-7-(1-(2-fluoro-6-methylphenyl)piperidin-4-yl)-3-methylpyrido[2,3-b]pyrazin-6(5H)-one